CC(CO)(CO)O 2-methylpropane-1,2,3-triol